N1N=CC(=C1)C1=CC=C(CN(C(=O)[C@H]2CN(CCC2)C=2C=C(OC(C(=O)N3CCN(CC3)C(=O)OC(C)(C)C)(C)C)C=CC2)C2CCC2)C=C1 tert-butyl (R)-4-(2-(3-(3-((4-(1H-pyrazol-4-yl)benzyl)(cyclobutyl)carbamoyl) piperidin-1-yl)phenoxy)-2-methylpropanoyl)piperazine-1-carboxylate